N(=C=O)CC(CC(CCN=C=O)(C)C)(C)C 1,6-di-isocyanato-2,2,4,4-tetramethylhexane